CN1CC(C1)(C)[C@@](C=1C=C(C=NC1)CCC(C)(O)C1=CC(=CC=C1)F)(C1=CC=C(C=C1)C(C)C)O 4-{5-[(R)-(1,3-dimethyl-azetidin-3-yl)-hydroxy-(4-isopropyl-phenyl)-methyl]-pyridin-3-yl}-2-(3-fluoro-phenyl)-butan-2-ol